(R)-1-(3-(3-(6-amino-2-fluoropyrimidin-4-yl)-5-chlorophenyl)morpholino)prop-2-en-1-one NC1=CC(=NC(=N1)F)C=1C=C(C=C(C1)Cl)[C@@H]1COCCN1C(C=C)=O